(7R,14R)-1-(difluoromethoxy)-11-(4-((dimethylphosphoryl)methyl)phenyl)-6-(methyl-d3)-6,7-dihydro-7,14-methanobenzo[f]benzo[4,5]imidazo[1,2-a][1,4]diazocin-5(14H)-one FC(OC1=CC=CC=2C(N([C@H]3C=4N([C@@H](C21)C3)C3=C(N4)C=CC(=C3)C3=CC=C(C=C3)CP(=O)(C)C)C([2H])([2H])[2H])=O)F